ClC=1C(=C(C(=CC1)C(F)F)C1=CN=CC(=N1)C(=O)NC=1C=NN(C1)[C@@H](CO)C=1C(=NC(=NC1)N1C([C@@H]2C[C@@H]2C1)=O)C)F 6-(3-chloro-6-(difluoromethyl)-2-fluorophenyl)-N-(1-((R)-2-hydroxy-1-(4-methyl-2-((1R,5S)-2-oxo-3-azabicyclo[3.1.0]hex-3-yl)pyrimidin-5-yl)ethyl)-1H-pyrazol-4-yl)pyrazine-2-carboxamide